C(C)(C)(C)OC(=O)N1C[C@@H]([C@H](CC1)F)NC(C1=C(C=C(C(=C1)[N+](=O)[O-])NCCOC(F)F)F)=O (3S,4S)-3-(4-((2-(difluoromethoxy)ethyl)amino)-2-fluoro-5-nitrobenzamido)-4-fluoropiperidine-1-carboxylic acid tert-butyl ester